(Z)-(S)-3-(5-(4-(5-(4-(1-(4-Hydroxyphenyl)-2-phenylbut-1-en-1-yl)phenoxy)pentyl)piperazin-1-yl)-1-oxoisoindolin-2-yl)piperidin-2,6-dion OC1=CC=C(C=C1)/C(=C(\CC)/C1=CC=CC=C1)/C1=CC=C(OCCCCCN2CCN(CC2)C=2C=C3CN(C(C3=CC2)=O)[C@@H]2C(NC(CC2)=O)=O)C=C1